C1(CCC1)N1C(=NC2=NC(=NC(=C12)N1CCOCC(C1)=O)OC[C@]12CCCN2C[C@@H](C1)F)OC1=CC(=CC2=CC=C(C(=C12)C#C)F)OCOC 4-(7-Cyclobutyl-8-{[8-ethynyl-7-fluoro-3-(methoxymethoxy)-1-naphthyl]oxy}-2-{[(2R,7aS)-2-fluorotetrahydro-1H-pyrrolizin-7a(5H)-yl]methoxy}-7H-purin-6-yl)-1,4-oxazepan-6-one